N1CCCC2=CC(=CC=C12)C(=O)O 1,2,3,4-tetrahydroquinoline-6-carboxylic acid